C(C)(=O)N[C@@H]1[C@H]([C@H]([C@H](N(C1)C(CCCCC(=O)OCC1=CC=CC=C1)=O)CC=C)O)O benzyl 6-[(2R,3S,4R,5S)-5-acetamido-2-allyl-3,4-dihydroxy-1-piperidyl]-6-oxo-hexanoate